NC[C@H](CC(=O)O)O (3S)-4-amino-3-hydroxybutyric acid